C12CN(CC2C1)C1=NC2=C(C=C(C=C2C(N1C)=O)OC)C(C)O 2-(3-Azabicyclo[3.1.0]hexan-3-yl)-8-(1-hydroxyethyl)-6-methoxy-3-methylquinazolin-4(3H)-one